CN1[C@H](CC(CC1)N)C (2S)-1,2-dimethylpiperidin-4-amine